6-(4-chlorophenyl)-N-((1-(2-methoxyethyl)piperidin-4-yl)methyl)-2-(pyridin-3-yl)pyrimidin-4-amine ClC1=CC=C(C=C1)C1=CC(=NC(=N1)C=1C=NC=CC1)NCC1CCN(CC1)CCOC